C1(CCCCC1)C=1N=CC(=NC1)CN(C(=O)[C@@H]1N(CC1)S(=O)(=O)C1=C(C=C(C(=C1)F)F)F)C1=CC(=C(C(=O)O)C=C1)O (R)-4-(N-((5-cyclohexylpyrazin-2-yl)methyl)-1-((2,4,5-trifluorophenyl)sulfonyl)azetidine-2-carboxamido)-2-hydroxybenzoic acid